3-(cyclohexyl-(hydroxy)methyl)-1-allylquinoxaline C1(CCCCC1)C(C=1CN(C2=CC=CC=C2N1)CC=C)O